tert-butyl 4-[8-[2-[tert-butyl(dimethyl)silyl]oxyethyl]-2-methylsulfonyl-7-oxo-pyrido[2,3-d]pyrimidin-6-yl]-8-methyl-2,3-dihydroquinoxaline-1-carboxylate [Si](C)(C)(C(C)(C)C)OCCN1C(C(=CC2=C1N=C(N=C2)S(=O)(=O)C)N2CCN(C1=C(C=CC=C21)C)C(=O)OC(C)(C)C)=O